N-(5,9-dimethyldecyl)-N-methylacetamide CC(CCCCN(C(C)=O)C)CCCC(C)C